N-(7-fluoro-11-oxo-6,11-dihydro-[1,3]dioxolo[4',5':4,5]benzo[1,2-b]benzo[e]oxepin-8-yl)methanesulfonamide FC1=C(C=CC=2C(C3=C(OCC21)C=C2C(=C3)OCO2)=O)NS(=O)(=O)C